3-[(1S)-1-(4-{[(1R,5S,6S)-6-(5,5-dimethyl-4,5-dihydro-1,2-oxazol-3-yl)-3-azabicyclo[3.1.0]hex-3-yl]carbonyl}-1H-imidazol-1-yl)ethyl]benzonitrile CC1(CC(=NO1)C1[C@H]2CN(C[C@@H]12)C(=O)C=1N=CN(C1)[C@@H](C)C=1C=C(C#N)C=CC1)C